lanthanum-ruthenium oxide [Ru]=O.[La]